CC1=C(C=CC2=C1N=C(N2C)NC3=C(C=C(C=C3)F)F)OC4=CC(=NC=C4)NC(=O)C The molecule is a memger of the class of benzimidazoles that is benzimidazole that is substituted by methyl groups at positions 1 and 4, by a 2,4-difluoroanilino group at position 2, and by a (2-acetamidopyridin-4-yl)oxy group at position 5. It is a type II JAK2 inhibitor with antineoplastic activity. It has a role as an EC 2.7.10.2 (non-specific protein-tyrosine kinase) inhibitor and an antineoplastic agent. It is a member of benzimidazoles, a member of acetamides, a member of pyridines, a difluorobenzene, an aromatic ether, a secondary amino compound and an aromatic amine.